C1(=CC=CC=C1)CS(=O)(=O)OC1=C(OC(C1=O)C1=C(C(=CC=C1)Cl)Cl)N 2-amino-5-(2,3-dichlorophenyl)-4-oxo-4,5-dihydrofuran-3-yl phenylmethanesulfonate